2,5-dimethoxy-4-ethyl-thiophenethylamine COC1(SC(=C(C1)CC)OC)CCN